[Pd].C(C)(C)(C)PC(C)(C)C (Bis(tert-butyl)phosphine) palladium (0)